C1(CC1)C1=CC=C(C=N1)C1COC2=C(O1)C(=CC(=C2)CN2C=NC=1C2=NC=C(C1)CO)OC (3-((2-(6-cyclopropylpyridin-3-yl)-8-methoxy-2,3-dihydrobenzo[b][1,4]dioxin-6-yl)methyl)-3H-imidazo[4,5-b]pyridin-6-yl)methanol